((5-methoxypyridin-2-yl)thiocarbamoyl)carbamic acid O-ethyl ester C(C)OC(NC(NC1=NC=C(C=C1)OC)=S)=O